N-(3,4-dimethoxyphenyl)-2-(1H-pyrazol-4-yl)-1H-pyrrolo[3,2-c]pyridin-6-amine COC=1C=C(C=CC1OC)NC1=CC2=C(C=N1)C=C(N2)C=2C=NNC2